C(C)OC(=O)C=1N(C=C(N1)NC(=O)C=1N(C=C(C1)NC([C@H](CCN)NC(=O)OCC1C2=CC=CC=C2C=2C=CC=CC12)=O)C)C.C(C)N(S(=O)(=O)C1=CC(=CC=C1)N)CC N,N-diethyl-3-aminobenzenesulfonamide Ethyl-4-{4-[(2S)-4-amino-2-{[(9H-fluoren-9-ylmethoxy)carbonyl]amino}butyrylamino]-1-methylpyrrole-2-amidyl}-1-methylimidazole-2-carboxylate